FC1=C(OC2=CC=CC=C2I)C=CC(=C1)F 4-(2,4-difluorophenoxy)-5-iodobenzene